3-(2H-1,2,3-triazol-2-yl)benzoic acid N=1N(N=CC1)C=1C=C(C(=O)O)C=CC1